ClCC1=NC2=C(N1CC1OCC1)C=C(C=C2)C(=O)[O-] 2-(chloromethyl)-1-(oxetan-2-ylmethyl)-1H-benzoimidazole-6-carboxylate